holmium strontium manganese [Mn].[Sr].[Ho]